methoxy-1H-pyrrolo[3,2-c]pyridine CON1C=CC=2C=NC=CC21